2-(6-((2-Hydroxyethyl)amino)-4-(2-(4-methyl-4H-1,2,4-triazol-3-yl)phenyl)pyridin-2-yl)-4-(trifluoromethyl)isoindolin-1-one OCCNC1=CC(=CC(=N1)N1C(C2=CC=CC(=C2C1)C(F)(F)F)=O)C1=C(C=CC=C1)C1=NN=CN1C